FC1(OC2=C(O1)C=CC(=C2)[C@H](C)OC=2C=C(C=CC2F)N2N=C(C=1CCC[C@@H](C21)OC2=CC=C(C=C2)C=2NOC(N2)=O)C(F)(F)F)F 3-[4-[[(7S)-1-[3-[(1S)-1-(2,2-difluoro-1,3-benzodioxol-5-yl)ethoxy]-4-fluoro-phenyl]-3-(trifluoromethyl)-4,5,6,7-tetrahydroindazol-7-yl]oxy]phenyl]-2H-1,2,4-oxadiazol-5-one